methyl-5-(dimethyl amino)-2-methyl-5-oxopentanoate COC(C(CCC(=O)N(C)C)C)=O